5-methyl-2,4-dihydropyrazol-3-one CC=1CC(NN1)=O